FC(CC1=CC2=NC=CC(=C2S1)N)(F)F (2,2,2-trifluoroethyl)thieno[3,2-b]pyridin-7-amine